[Na+].CC1=CC=C(C=C1)S(=O)(=O)[O-] toluene-4-sulfonic acid sodium salt